CN(CC(=O)O)C1=NC2=CC=C(C=C2C(=C1)C1=CC=CC=C1)CCC1=C(C=CC=C1)C 2-[methyl({6-[2-(2-methylphenyl)ethyl]-4-phenylquinolin-2-yl})amino]acetic acid